5-((2,3-dichlorophenyl)thio)-N2-methyl-N2-(pyrrolidin-3-yl)pyrazine-2,6-diamine ClC1=C(C=CC=C1Cl)SC=1N=CC(=NC1N)N(C1CNCC1)C